4-[1-(4-hydroxyphenyl)-2-methylpent-1-en-3-yl]phenolate OC1=CC=C(C=C1)C=C(C(CC)C1=CC=C(C=C1)[O-])C